BrC(C(=O)C1=C(N=C2C(=N1)SC(=C2)C)NCC2=CC=C(C=C2)OC)C(CC)=O 2-bromo-1-(2-((4-methoxybenzyl)amino)-6-methylthieno[2,3-b]pyrazin-3-yl)pentane-1,3-dione